C1(CCCCC1)CN1C(C(=CC(=C1)C1=NC(=NC(=C1)C)S(=O)CCC(C1=CC=CC=C1)OCC1=C(C=C(C=C1)F)F)F)=O 1-(cyclohexylmethyl)-5-(2-(3-(2,4-difluorobenzyloxy)-3-phenylpropylsulfinyl)-6-methylpyrimidin-4-yl)-3-fluoropyridin-2(1H)-one